NC1=NC=C(C2=C1C=NN2)NC(C(N2[C@H](CC[C@@H](C2)C)C=2C=CC1=C(N=C(S1)C1C(CN(CC1)C)C)C2)=O)=O N-(4-amino-1H-pyrazolo[4,3-c]pyridin-7-yl)-2-oxo-2-[(2R,5S)-2-[2-(1,3-dimethyl-4-piperidyl)-1,3-benzothiazol-5-yl]-5-methyl-1-piperidyl]acetamide